bis(2-oxo-1,3-oxazolidin-3-yl)phosphine chloride [Cl-].O=C1OCCN1PN1C(OCC1)=O